2-(dodecylamino)-2-oxo-1-phenylethyl 4-isocyanobenzoate [N+](#[C-])C1=CC=C(C(=O)OC(C(=O)NCCCCCCCCCCCC)C2=CC=CC=C2)C=C1